(4aRS,9bSR)-2,2-dimethyl-4,4a,5,9b-tetrahydroindeno[1,2-d][1,3]dioxin CC1(OC[C@@H]2[C@H](O1)C1=CC=CC=C1C2)C |r|